C1(=CC=C(C=C1)C1=NC(=NC(=N1)Cl)Cl)C1=CC=CC=C1 ([1,1'-biphenyl]-4-yl)-4,6-dichloro-1,3,5-triazine